C(C)OC(CP)OCC diethoxyethyl-phosphine